2-cyclohexylhepta-1,6-dien-3-one C1(CCCCC1)C(=C)C(CCC=C)=O